fumaric acid dibenzyl ester C(C1=CC=CC=C1)OC(\C=C\C(=O)OCC1=CC=CC=C1)=O